3-(1-cyanocyclopropyl)-5-(trifluoromethyl)benzoic acid C(#N)C1(CC1)C=1C=C(C(=O)O)C=C(C1)C(F)(F)F